C1(=CC=CC=C1)N1C(OC(C1=O)C=1SC=CC1)=O 3-phenyl-5-(2-thienyl)oxazolidine-2,4-dione